C1(=CC=CC2=CC=CC=C12)O naphthyl alcohol